di-(tert-butyl)([1,1'-biphenyl]-3-yl)phosphine tert-butyl-4-(4-cyano-2-methyl-5-((2-(trifluoromethyl)pyridin-3-yl)methoxy)benzofuran-3-carboxamido)-3,3-difluoropiperidine-1-carboxylate C(C)(C)(C)OC(=O)N1CC(C(CC1)NC(=O)C1=C(OC2=C1C(=C(C=C2)OCC=2C(=NC=CC2)C(F)(F)F)C#N)C)(F)F.C(C)(C)(C)P(C=2C=C(C=CC2)C2=CC=CC=C2)C(C)(C)C